6,8-dichloro-2,2-diethyl-4H-benzo[d][1,3]dioxin-4-one ClC1=CC2=C(OC(OC2=O)(CC)CC)C(=C1)Cl